(5S,8R)-1-bromo-N-(3,4-dichlorophenyl)-6,7,8,9-tetrahydro-5H-5,8-epiminocyclohepta[c]-pyridine-10-carboxamide BrC1=NC=CC2=C1C[C@H]1CC[C@@H]2N1C(=O)NC1=CC(=C(C=C1)Cl)Cl